4-(5-(3-fluoro-5-(imidazo[1,2-a]pyridine-3-carboxamido)-4-methylphenyl)-1,2,4-oxadiazol-3-yl)-3-methylpiperazine-1-carboxylic acid methyl ester COC(=O)N1CC(N(CC1)C1=NOC(=N1)C1=CC(=C(C(=C1)NC(=O)C1=CN=C2N1C=CC=C2)C)F)C